2-[2-amino-9-[[4-nitro-3-(trifluoromethyl)phenyl]methyl]purin-6-yl]pyridine-4-carbonitrile NC1=NC(=C2N=CN(C2=N1)CC1=CC(=C(C=C1)[N+](=O)[O-])C(F)(F)F)C1=NC=CC(=C1)C#N